C(C)OC(=O)C1C(C1CN(C)C)C(NC=1N=CC2=C(C(=C(C=C2C1)C=1C=NC=CC1C)F)Cl)=O 2-[[8-chloro-7-fluoro-6-(4-methylpyridin-3-yl)isoquinolin-3-yl]carbamoyl]-3-[(dimethylamino)methyl]cyclopropane-1-carboxylic acid ethyl ester